FC(OC1=CC=C(C=C1)C1=CN=C2N1C=CN=C2NC2=CC(=C(C=C2)C(=O)N2CCN(CC2)C(=O)C2(CCNCC2)O)C)F [4-[[3-[4-(difluoromethoxy)phenyl]imidazo[1,2-a]pyrazin-8-yl]amino]-2-methylphenyl]-[4-(4-hydroxypiperidine-4-carbonyl)piperazin-1-yl]methanone